C(#N)CC(=O)NC(NC1=C(C=CC=C1C)C(C)C)=O 2-Cyano-N-((2-isopropyl-6-methylphenyl)carbamoyl)acetamide